4-chloro-1h-pyrazole ClC=1C=NNC1